(RS)-2-amino-4-(hydroxy(methyl)phosphoryl)butanoic acid N[C@@H](C(=O)O)CCP(=O)(C)O |r|